N[C@@]1(C(C[C@](C1)(C)O)(C)C)/C=C/C(C)=O (E)-4-((1R,4S)-1-amino-4-hydroxy-2,2,4-trimethylcyclopentyl)but-3-en-2-one